(+/-)-N-[3-[4-(2-amino-6-methyl-pyrimidin-4-yl)-1,4-oxazepan-3-yl]-4-chloro-phenyl]-2-(dimethylamino)acetamide NC1=NC(=CC(=N1)N1[C@@H](COCCC1)C=1C=C(C=CC1Cl)NC(CN(C)C)=O)C |r|